4-Amino-N-(6-Methyl-1-((5,6,7,8-Tetrahydronaphthalen-2-yl)amino)isoquinolin-5-yl)thieno[3,2-d]pyrimidin-7-carboxamid NC=1C2=C(N=CN1)C(=CS2)C(=O)NC2=C1C=CN=C(C1=CC=C2C)NC2=CC=1CCCCC1C=C2